2,4-dichloroquinazolin-7-carbonitrile ClC1=NC2=CC(=CC=C2C(=N1)Cl)C#N